di-n-butyl butynedioate C(C#CC(=O)OCCCC)(=O)OCCCC